3-[6-(2-phenoxy-phenyl)-naphthalen-2-yl]-propionic acid O(C1=CC=CC=C1)C1=C(C=CC=C1)C=1C=C2C=CC(=CC2=CC1)CCC(=O)O